C(C)(C)(C)C(NC(CCOCCOCCC(N(C)C)=O)=O)C 14-(tert-butyl)-2-methyl-3,12-dioxo-6,9-dioxa-2,13-diazapentadecane